(R)-5-(cyclohexanesulfonamido)-2-methyl-N-(1-(naphthalen-1-yl)ethyl)benzamide C1(CCCCC1)S(=O)(=O)NC=1C=CC(=C(C(=O)N[C@H](C)C2=CC=CC3=CC=CC=C23)C1)C